PRENYLFLAVANONE CC(=CCC1(CC(=O)C2=CC=CC=C2O1)C3=CC=CC=C3)C